((1S)-1-((((1S)-1-Benzyl-3-cyclopropylamino-2,3-dioxopropyl)amino)carbonyl)-3-methylbutyl)carbamic acid tetrahydro-4H-pyran-4-yl ester O1CCC(CC1)OC(N[C@@H](CC(C)C)C(=O)N[C@H](C(C(=O)NC1CC1)=O)CC1=CC=CC=C1)=O